N-(2-(4-((4-(5-fluoro-2-propionyl-1H-indol-3-yl)-1H-1,2,3-triazol-1-yl)methyl)piperidin-1-yl)ethyl)-2',6'-dimethoxy-[1,1'-biphenyl]-4-sulfonamide FC=1C=C2C(=C(NC2=CC1)C(CC)=O)C=1N=NN(C1)CC1CCN(CC1)CCNS(=O)(=O)C1=CC=C(C=C1)C1=C(C=CC=C1OC)OC